ClC1=C(C=CC=C1)N1C(NC(C2=C(C=C(C=C12)C1CC1)OC(F)F)=O)=O 1-(2-chlorophenyl)-7-cyclopropyl-5-(difluoromethoxy)quinazoline-2,4(1H,3H)-dione